CC1(COB(OC1)C1=CC=C(C=C1)C=1N(C(N(N1)C)=O)CC1=CC=C(C=C1)OC)C 5-(4-(5,5-dimethyl-1,3,2-dioxaborinan-2-yl)phenyl)-4-(4-methoxybenzyl)-2-methyl-2,4-dihydro-3H-1,2,4-triazol-3-one